ethyl (1S,3S,5S)-5-methyl-2-{2-[(2-methylpropane-2-sulfinyl)[3-(4-phenoxyphenyl)oxetan-3-yl]amino]acetyl}-2-azabicyclo[3.1.0]hexane-3-carboxylate C[C@@]12C[C@H](N([C@H]2C1)C(CN(C1(COC1)C1=CC=C(C=C1)OC1=CC=CC=C1)S(=O)C(C)(C)C)=O)C(=O)OCC